C1(C(C=CC2=CC=3C(C(C=CC3C=C12)=O)=O)=O)=O 1,2,5,6-anthracenetetraone